platinum 1,3-divinyl-1,1,3,3-tetramethyldisiloxane C(=C)[Si](O[Si](C)(C)C=C)(C)C.[Pt]